FC1=CC=C(C=C1)C1=NOC(=C1)C 3-(4-Fluorophenyl)-5-methylisoxazole